P(O)(N)N phosphorodiamidous acid